4-(8-amino-3-(1-carbonyl-2,7-diazaspiro[3.5]nonan-7-yl)imidazo[1,5-a]pyrazin-1-yl)-3-fluoro-N-(4-(trifluoromethyl)pyridin-2-yl)benzamide NC=1C=2N(C=CN1)C(=NC2C2=C(C=C(C(=O)NC1=NC=CC(=C1)C(F)(F)F)C=C2)F)N2CCC1(CNC1=C=O)CC2